C1(CC1)CN1C(C2=C(CC1)N=C(S2)COC2=CC=C(C=C2)F)=O (cyclopropylmethyl)-2-[(4-fluorophenoxy)methyl]-6,7-dihydro-thiazolo[5,4-c]pyridin-4(5H)-one